(2RS,4aSR,9bSR)-2,4a-dimethyl-4,4a,5,9b-tetrahydroindeno[1,2-d][1,3]dioxazine CN1OC[C@]2([C@@H](O1)C1=CC=CC=C1C2)C |r|